chloro-2-hydroxypropyl-trimethylammonium chloride [Cl-].ClC[N+](C)(C)CC(C)O